tert-butyl 4-(4-cyano-4-phenylcyclohexyl)-1,4-diazepan-1-carboxylate C(#N)C1(CCC(CC1)N1CCN(CCC1)C(=O)OC(C)(C)C)C1=CC=CC=C1